tert-butyl 3-(2-{[(4aS,7aR)-1-methyl-octahydro-1H-cyclopenta[b]pyridin-4a-yl]methoxy}-7-chloro-8-fluoropyrido[4,3-d]pyrimidin-4-yl)-3,8-diazabicyclo[3.2.1]octane-8-carboxylate CN1[C@H]2[C@@](CCC1)(CCC2)COC=2N=C(C1=C(N2)C(=C(N=C1)Cl)F)N1CC2CCC(C1)N2C(=O)OC(C)(C)C